ClC1=C(C(=CC=C1)Cl)COC1=CC2=C([C@@]3(CCN([C@@H]3CC2)C(=O)C2CCS(CC2)(=O)=O)S(=O)(=O)C2=CC=C(C=C2)F)C=C1 4-[(3aR,9bR)-7-[(2,6-dichlorophenyl)methoxy]-9b-(4-fluorobenzenesulfonyl)-1H,2H,3H,3aH,4H,5H,9bH-benzo[e]indole-3-carbonyl]-1λ6-thiane-1,1-dione